C(#N)C=1NC(=C(C(C1C(=O)OC)C=1C2=C(SC1)C(=CC=C2)C#N)C(=O)OC)C Dimethyl 2-cyano-4-(7-cyanobenzo[b]thiophen-3-yl)-6-methyl-1,4-dihydropyridine-3,5-dicarboxylate